C(CCCCC(=O)OCCCCCCCCC)(=O)OCC1=CC(=CC(=C1)CO)COC(CCC(OCCCCCCCC)OCCCCCCCC)=O 3-(((4,4-bis(octyloxy)butanoyl)oxy)methyl)-5-(hydroxymethyl)benzyl nonyl adipate